(2R)-(3-(4-((2-(4-(tert-butyl)phenyl)-2-oxoacetylamino)methyl)-1-oxoisoindolin-2-yl)-2,6-dioxopiperidin-1-yl)2-amino-3-methylbutanoic acid methyl ester COC([C@](C(C)C)(N)N1C(C(CCC1=O)N1C(C2=CC=CC(=C2C1)CNC(C(=O)C1=CC=C(C=C1)C(C)(C)C)=O)=O)=O)=O